ClC1=C(C=CC=C1)C1=CC(=C(C=C1)N1C[C@H](CC1)OC1=NC=C(C=C1)C(F)(F)F)CN (S)-(2'-chloro-4-(3-(5-(trifluoromethyl)pyridin-2-yloxy)pyrrolidin-1-yl)biphenyl-3-yl)methylamine